CC/C=C\C/C=C\C/C=C\C/C=C\C/C=C\C/C=C\CCC(=O)OC[C@H](COP(=O)(O)OC[C@H](CO)O)OC(=O)CC/C=C\C/C=C\C/C=C\C/C=C\C/C=C\C/C=C\CC 1,2-di-(4Z,7Z,10Z,13Z,16Z,19Z-docosahexaenoyl)-sn-glycero-3-phospho-(1'-sn-glycerol)